methylenebis(6-tert-butyl-4-hydroxybenzyl)benzene C=C1C(C(=CC=C1)CC1=CC=C(C=C1C(C)(C)C)O)CC1=CC=C(C=C1C(C)(C)C)O